FC(OC1=CC(=CC=2C=COC21)C(=O)OCC)F ethyl 7-(difluoromethoxy)benzofuran-5-carboxylate